2-(4-aminopiperidin-1-yl)-5-(4-fluorophenyl)-1-methyl-6-oxopyrimidin NC1CCN(CC1)C=1N(C(C(=CN1)C1=CC=C(C=C1)F)=O)C